N-(2,6-piperidinedione-3-yl)-2-vinylcyclopropane-1-carboxamide N1C(C(CCC1=O)NC(=O)C1C(C1)C=C)=O